(S)-tert-butyl ((6-(2-chloro-3-(3-chloro-2-(3-fluoro-4-formyl-5-methoxyphenyl)pyridin-4-yl)phenyl)-2-methoxypyridin-3-yl)methyl)((5-oxopyrrolidin-2-yl)methyl)carbamate ClC1=C(C=CC=C1C1=C(C(=NC=C1)C1=CC(=C(C(=C1)OC)C=O)F)Cl)C1=CC=C(C(=N1)OC)CN(C(OC(C)(C)C)=O)C[C@H]1NC(CC1)=O